COC1=C(C(=CC=C1)OC)N1C(=NC=2N=NC(=CC21)NS(=O)(=O)C)C2=NC(=CC=C2)OCC N-(5-(2,6-dimethoxyphenyl)-6-(6-ethoxypyridin-2-yl)-5H-imidazo[4,5-c]pyridazin-3-yl)methanesulfonamide